(S)-1-methyl-5''-(5-methyl-1,4,5,6-tetrahydropyridin-2-yl)-3''H-dispiro[azetidine-3,1'-cyclobutane-3',2''-benzofuran] CN1CC2(CC3(OC4=C(C3)C=C(C=C4)C=4NC[C@H](CC4)C)C2)C1